7-(8-ethynyl-3-(methoxymethoxy)-naphthalen-1-yl)-8-fluoro-2-((tetrahydro-1H-pyrrolizin-7a(5H)-yl)methoxy)pyrido[4,3-d]pyrimidin-4-ol C(#C)C=1C=CC=C2C=C(C=C(C12)C1=C(C=2N=C(N=C(C2C=N1)O)OCC12CCCN2CCC1)F)OCOC